1,3-dimethylimidazolium methyl-phosphonate CP([O-])([O-])=O.CN1C=[N+](C=C1)C.CN1C=[N+](C=C1)C